3,3-bis(4-methoxyphenyl)-6,7-dimethoxy-10,12-bis(trifluoromethyl)-13,13-dimethyl-3H,13H-indeno[2',3':3,4]naphtho[1,2-b]pyran COC1=CC=C(C=C1)C1(C=CC2=C(O1)C=1C=C(C(=CC1C1=C2C(C2=C(C=C(C=C21)C(F)(F)F)C(F)(F)F)(C)C)OC)OC)C2=CC=C(C=C2)OC